7-[2-(1-cyclopropylpyrazol-4-yl)-6-methyl-morpholin-4-yl]-9-(2,4-difluorophenyl)-2-(trifluoromethyl)pyrido[1,2-a]pyrimidin-4-one C1(CC1)N1N=CC(=C1)C1CN(CC(O1)C)C=1C=C(C=2N(C(C=C(N2)C(F)(F)F)=O)C1)C1=C(C=C(C=C1)F)F